3-cyclopropyl-1-(methylsulfonyl)-1H-pyrazole-5-carboxylic acid ethyl ester C(C)OC(=O)C1=CC(=NN1S(=O)(=O)C)C1CC1